C(CCCCCCCCCCCCCCC(C)C)(=O)O.C(CCC(C)C)OCCCN isohexyloxypropylamine isostearate